NC=1C=C(C=CC1)C=1SC(=CN1)C1=C(C=C(C=C1)NC(C)=O)S(NC(C)(C)C)(=O)=O N-[4-[2-(3-aminophenyl)thiazol-5-yl]-3-(tert-butylsulfamoyl)phenyl]acetamide